C(=O)(O)CCNCCCC[C@H](N)C(=O)O Nε-(carboxyethyl)lysine